2,3,3-trimethylindoline CC1NC2=CC=CC=C2C1(C)C